(S)-(1-(8-methoxy-1,4-dioxaspiro[4.5]dec-8-yl)propan-2-yl)carbamic acid tert-butyl ester C(C)(C)(C)OC(N[C@H](CC1(CCC2(OCCO2)CC1)OC)C)=O